(E)-N-(4-bromo-3-fluorophenyl)-2-(hydroxyimino)acetamide BrC1=C(C=C(C=C1)NC(/C=N/O)=O)F